N-[4-(3-chloro-2-oxopyridin-1(2H)-yl)-3-sulfamoylphenyl]-2-(2-chlorophenyl)acetamide ClC=1C(N(C=CC1)C1=C(C=C(C=C1)NC(CC1=C(C=CC=C1)Cl)=O)S(N)(=O)=O)=O